7-chloro-N-[6-(difluoromethoxy)-5-fluoro-2-methoxy-3-pyridinyl]quinoline-4-sulfonamide sulfonylaminobutanoate S(=O)(=O)=NC(C(=O)O)CC.ClC1=CC=C2C(=CC=NC2=C1)S(=O)(=O)NC=1C(=NC(=C(C1)F)OC(F)F)OC